FC=1C=C(COC=2C=C3N(C(N2)=O)CC2N3CCN(C2)CC(C)C)C=CC1F 7-((3,4-Difluorobenzyl)oxy)-2-isobutyl-3,4,11,11a-tetrahydro-1H-pyrazino[1',2':3,4]imidazo[1,2-c]pyrimidin-9(2H)-one